sodium 2-[(2,6-dichlorophenyl) amino]-phenylthioacetate ClC1=C(C(=CC=C1)Cl)NC1=C(C=CC=C1)CC(=S)[O-].[Na+]